(S)-2-allyl-6-((4-((2-hydroxy-1-phenylethyl)amino)-5-(3,8-dioxa-1-azaspiro[4.5]dec-1-en-2-yl)pyridin-2-yl)amino)-1-methyl-1,2-dihydro-3H-pyrazolo[3,4-b]pyridin-3-one C(C=C)N1N(C2=NC(=CC=C2C1=O)NC1=NC=C(C(=C1)N[C@H](CO)C1=CC=CC=C1)C1=NC2(CO1)CCOCC2)C